[C@H]12CN(C[C@H](CC1)N2)C=2C1=C(N=C(N2)OC[C@H]2N(CCC2)C)C(=C(N=C1C#C)C1=CC=CC2=CC=C(C(=C12)C#C)F)F 4-(4-((1R,5S)-3,8-diazabicyclo[3.2.1]oct-3-yl)-5-ethynyl-8-fluoro-2-(((S)-1-methylpyrrolidin-2-yl)methoxy)pyrido[4,3-d]pyrimidin-7-yl)-5-ethynyl-6-fluoronaphthalene